copper trimesic acid nitrate [N+](=O)([O-])[O-].C(C1=CC(C(=O)O)=CC(C(=O)O)=C1)(=O)O.[Cu+2].[N+](=O)([O-])[O-]